1-[6-bromo-5-fluoro-3-[(4-methoxyphenyl)methylamino]-2-pyridyl]-3-hydroxy-pent-2-en-1-one BrC1=C(C=C(C(=N1)C(C=C(CC)O)=O)NCC1=CC=C(C=C1)OC)F